C(=O)(OCC1C2=CC=CC=C2C2=CC=CC=C12)C1(CCC(CC1)N)O Fmoc-(1r,4r)-4-aminocyclohexanol